C(C)(C)[C@@H]1N(CCN(C1)C)CC1=CC(=C2CN(C(C2=C1)=O)C1=CC(=CC=C1)C1(CC(C1)OC)C1=NN=CN1C)C(F)(F)F 6-(((S)-2-isopropyl-4-methylpiperazin-1-yl)methyl)-2-(3-((1s,3R)-3-methoxy-1-(4-methyl-4H-1,2,4-triazol-3-yl)cyclobutyl)phenyl)-4-(trifluoromethyl)isoindolin-1-one